tert-butyl (4R,5aR,6S,9R)-2-chloro-12-(ethylthio)-1,4-difluoro-4,5,5a,6,7,8,9,10-octahydro-3,10a,11,13,14-pentaaza-6,9-methanonaphtho[1,8-ab]heptalene-14-carboxylate ClC=1C(=C2N=C(N=C3C2=C([C@@H](C[C@@H]2[C@@H]4CC[C@H](CN32)N4C(=O)OC(C)(C)C)F)N1)SCC)F